methyl (2S,4R)-4-methoxypyrrolidine-2-carboxylate CO[C@@H]1C[C@H](NC1)C(=O)OC